(S)-4-hydroxy-4-((1-methoxy-1-oxopent-4-en-2-yl)carbamoyl)piperidine-1-carboxylic acid tert-butyl ester C(C)(C)(C)OC(=O)N1CCC(CC1)(C(N[C@H](C(=O)OC)CC=C)=O)O